racemic-3-[S-amino-N-[tert-butyl(dimethyl)silyl]sulfonimidoyl]-6,7-dihydro-5H-pyrazolo[5,1-b][1,3]oxazine N[S@@](=O)(=N[Si](C)(C)C(C)(C)C)C=1C=NN2C1OCCC2 |r|